C(=C)=C1C2C=CC(C1)C2 5-Vinyliden-2-Norbornen